(2-amino-3-methylpyridin-4-yl)-N-(5-cyano-6-(2H-1,2,3-triazol-2-yl)pyridin-3-yl)-5-(trifluoromethyl)-1H-pyrazole-4-carboxamide NC1=NC=CC(=C1C)N1N=CC(=C1C(F)(F)F)C(=O)NC=1C=NC(=C(C1)C#N)N1N=CC=N1